tert-butyl N-[2-(dimethylamino)ethyl]-N-(1,3-dioxoisoindolin-2-yl)carbamate CN(CCN(C(OC(C)(C)C)=O)N1C(C2=CC=CC=C2C1=O)=O)C